CC1=CC=C(C=C1)S(=O)(=O)OCCCCCOCCCCCOC1=CC=C(C=C1)C1=CC=C(C=C1)N1C(N(C(C1(C)C)=O)C1=CC(=C(C=C1)C#N)C(F)(F)F)=S 5-((5-((4'-(3-(4-Cyano-3-(trifluoromethyl)phenyl)-5,5-dimethyl-4-oxo-2-thioxoimidazolidin-1-yl)-[1,1'-biphenyl]-4-yl)oxy)pentyl)oxy)pentyl 4-methylbenzenesulfonate